C(C)(C)(C)OC(CC=1C(=NC=C(C1)OC)Cl)=O 2-(2-chloro-5-methoxypyridin-3-yl)acetic acid tert-butyl ester